(E)-N-((2-(2,6-dioxopiperidin-3-yl)-1-oxoisoindolin-5-yl)methyl)-2-(methoxyimino)-3-phenylpropanamide O=C1NC(CCC1N1C(C2=CC=C(C=C2C1)CNC(/C(/CC1=CC=CC=C1)=N/OC)=O)=O)=O